CN1C([C@H]2N(C3=CC=C(C=C13)C(F)(F)F)CCN(C2)C(=O)OC(C)(C)C)=O T-butyl (S)-6-methyl-5-oxo-8-(trifluoromethyl)-1,2,4,4a,5,6-hexahydro-3H-pyrazino[1,2-a]quinoxalin-3-carboxylate